COC1=CC=C(C=N1)N1C(NC2=C(C1=O)C=CS2)=O 3-(6-methoxypyridin-3-yl)thieno[2,3-d]pyrimidine-2,4(1H,3H)-dione